N[C@@H]1CN(CC[C@H]1F)C1=NC2=C(N1CC1=NC=C(N=C1)C#N)C=C(C=C2)C#N 2-((3R,4R)-3-Amino-4-fluoro-1-piperidinyl)-1-((5-cyano-2-pyrazinyl)methyl)-1H-benzimidazol-6-carbonitril